FC1=C(C(=CC=C1)OC)C1=NOC(=N1)C=1C=C2C=CN(C2=CC1)C(C)C 3-(2-fluoro-6-methoxy-phenyl)-5-(1-isopropylindol-5-yl)-1,2,4-oxadiazole